4-methylallyl-1,2-benzenediol CC=CCC=1C=C(C(=CC1)O)O